4-(((trifluoromethyl)sulfonyl)oxy)-5,6-dihydropyridine-1(2H)-carboxylic acid tert-butyl ester C(C)(C)(C)OC(=O)N1CC=C(CC1)OS(=O)(=O)C(F)(F)F